6-tert-butyl-9-(1,4-dimethyl-1H-pyrazol-5-yl)-10-methoxy-2-oxo-6,7-dihydro-2H-pyrido[2,1-a]isoquinoline-3-carboxylic acid ethyl ester C(C)OC(=O)C=1C(C=C2N(C(CC3=CC(=C(C=C23)OC)C2=C(C=NN2C)C)C(C)(C)C)C1)=O